(R)-4-ethoxy-N-(8-fluoro-2-methylimidazo[1,2-a]pyridin-6-yl)-2-(3-(methylamino)pyrrolidin-1-yl)pyrimidine-5-carboxamide formate salt C(=O)O.C(C)OC1=NC(=NC=C1C(=O)NC=1C=C(C=2N(C1)C=C(N2)C)F)N2C[C@@H](CC2)NC